(R)-6-((2-(3-amino-4,4-difluoropiperidin-1-yl)-4,6-difluoro-1H-benzo[d]imidazol-1-yl)methyl)nicotinonitrile N[C@@H]1CN(CCC1(F)F)C1=NC2=C(N1CC1=NC=C(C#N)C=C1)C=C(C=C2F)F